C1(CCC1)[C@H]1[C@@H](NC(CCC1)C1=CN=C2C(=N1)N(C(=C2)C2(CC2)C(F)(F)F)C)CO [(2R,3S)-3-cyclobutyl-7-[5-methyl-6-[1-(trifluoromethyl)cyclopropyl]pyrrolo[2,3-b]pyrazin-3-yl]azepan-2-yl]methanol